BrC1=CN=C(S1)C1(CN(CC1)C(=O)OC(C)(C)C)F tert-butyl 3-(5-bromothiazol-2-yl)-3-fluoropyrrolidine-1-carboxylate